BrC1=C(/C=C/C2=CC(CC(C2)(C)C)=O)C=CC=C1 (E)-3-(2-bromostyryl)-5,5-dimethylcyclohex-2-en-1-one